N1[C@@H](CCC1)[C@@H]1OCCC2=CC=C(C=C12)C#N (R)-1-((S)-pyrrolidin-2-yl)isochroman-7-carbonitrile